2-methyl-9,10-bis(2-ethylhexanoyloxy)anthracene CC1=CC2=C(C3=CC=CC=C3C(=C2C=C1)OC(C(CCCC)CC)=O)OC(C(CCCC)CC)=O